C1(=CC=CC=C1)C(=CCN(CC(=O)O)[C@H](C)C1=CC=C(C=C1)OC)C1=CC=CC=C1 (R)-2-((3,3-diphenylallyl)(1-(4-methoxyphenyl)ethyl)amino)acetic acid